N-(4-(3-(1-propenylpiperidin-3-yl)pyridin-4-yl)-2-methylbenzyl)-1-(tert-butyl)-1H-1,2,3-triazole-4-carboxamide C(=CC)N1CC(CCC1)C=1C=NC=CC1C1=CC(=C(CNC(=O)C=2N=NN(C2)C(C)(C)C)C=C1)C